N-[3-[2-(difluoromethoxy)-5-(2-hydroxyethylsulfonyl)phenyl]-1-methyl-pyrazol-4-yl]pyrazolo[1,5-a]pyrimidine-3-carboxamide FC(OC1=C(C=C(C=C1)S(=O)(=O)CCO)C1=NN(C=C1NC(=O)C=1C=NN2C1N=CC=C2)C)F